N([C@@H](CC1=CC=C(C=C1)O)C(=O)O)C1=C(C=CC=C1)O tyrosinophenol